racemic-4-fluoro-3-hydroxypyrrolidine hydrochloride Cl.FC1C(CNC1)O